COC(C1=CC(=CC=C1)S(=O)(=O)Cl)=O.C(C)(C)(C)OC(=O)NC1CCN(CC1)S(=O)(=O)C=1C=C(C(=O)OC)C=CC1 Methyl 3-((4-((tert-butoxycarbonyl)amino)piperidin-1-yl)sulfonyl)benzoate Methyl-3-chlorosulfonylbenzoate